propylenedioleic acid amide C(C(C)CCCCCCCC\C=C/CCCCCCCC(=O)N)CCCCCCCC\C=C/CCCCCCCC(=O)N